NC1=NC(=NC=C1C(C)N1N=CC(=C1)[N+](=O)[O-])N1C([C@@H]2C[C@@H]2C1)=O (1R,5S)-3-(4-Amino-5-(1-(4-nitro-1H-pyrazol-1-yl)ethyl)pyrimidin-2-yl)-3-azabicyclo[3.1.0]hexan-2-one